4-(2-((3-amino-6-(2-hydroxyphenyl)pyridazin-4-yl)(ethyl)amino)ethyl)benzoic acid NC=1N=NC(=CC1N(CCC1=CC=C(C(=O)O)C=C1)CC)C1=C(C=CC=C1)O